difluorobenzimidazole C1=CC2=C(C(=C1)F)N=C(N2)F